C(C)(C)(C)C=1C=C(C=C(C1O)C(C)(C)C)CCC(=O)NN 3-(3',5'-di-tert-butyl-4'-hydroxyphenyl)propionic acid hydrazide